NCC(CN1N=CN(C1=O)CC1=C(C=CC=C1)C1=CC=C(C=C1)N1CCNCC1)=C(F)F 2-[2-(aminomethyl)-3,3-difluoro-allyl]-4-[[2-(4-piperazin-1-ylphenyl)phenyl]methyl]-1,2,4-triazol-3-one